CN1[C@@H](CCC1)COC1=NC2=CC=CC=C2C(=N1)N1CCNCC1 (((S)-1-methylpyrrolidin-2-yl)methoxy)-4-(piperazin-1-yl)quinazoline